N-[[5-[4-(3-cyclopropyl-3-hydroxy-but-1-ynyl)-2,6-dimethyl-7-oxo-1H-pyrrolo[2,3-c]pyridin-3-yl]-1,3,4-oxadiazol-2-yl]methyl]acetamide C1(CC1)C(C#CC=1C2=C(C(N(C1)C)=O)NC(=C2C2=NN=C(O2)CNC(C)=O)C)(C)O